Calcium Pantothenate C(CCNC([C@H](O)C(C)(C)CO)=O)(=O)[O-].[Ca+2].C(CCNC([C@H](O)C(C)(C)CO)=O)(=O)[O-]